[N+](=O)([O-])C1=CC=C(C=C1)CN(C(CCOCCOCCOCCOCCNC(OC(C)(C)C)=O)=O)S(=O)(=O)C1=CC=C(C=C1)[N+](=O)[O-] tert-butyl (1-(4-nitrophenyl)-2-((4-nitrophenyl)sulfonyl)-3-oxo-6,9,12,15-tetraoxa-2-azaheptadecan-17-yl)carbamate